COC(=O)C=1SC(=CC1C([2H])([2H])[2H])C1=NC=C(C=C1[N+](=O)[O-])Br 5-(5-bromo-3-nitropyridin-2-yl)-3-(methyl-d3)thiophene-2-carboxylic acid methyl ester